FC1=C(C=CC(=C1F)B1OC(C(O1)(C)C)(C)C)C=1C=NN(C1)CCOC 4-[2,3-difluoro-4-(4,4,5,5-tetramethyl-1,3,2-dioxaborolan-2-yl)phenyl]-1-(2-methoxyethyl)pyrazole